tert-Butyl(((1S)-1-(2-(ethoxycarbonyl)-3-(3-fluoro-4-((methylsulfonyl)methyl)phenyl)-1H-indol-7-yl)ethyl)amino)-(R)-sulfaniumolate C(C)(C)(C)[S@@+]([O-])N[C@@H](C)C=1C=CC=C2C(=C(NC12)C(=O)OCC)C1=CC(=C(C=C1)CS(=O)(=O)C)F